4-Chloro-5-[4-[(2-ethylpyridin-3-yl)amino]piperidin-1-yl]-2,3-dihydropyridazin-3-one ClC=1C(NN=CC1N1CCC(CC1)NC=1C(=NC=CC1)CC)=O